COC1=C(C(=O)NC=2OC(=NN2)C=2SC=CC2)C=CC(=C1)OCC=1N=NN(N1)CC=1OC(OC1C)=O 2-methoxy-4-((2-((5-methyl-2-oxo-1,3-dioxol-4-yl)methyl)-2H-tetrazol-5-yl)methoxy)-N-(5-(thiophen-2-yl)-1,3,4-oxadiazol-2-yl)benzamide